BrC1=CC=C(C=C1)O.P phosphine compound with 4-bromophenol